FC1=C(C(=O)O)C=C(C(=C1)F)C=O 2,4-DIFLUORO-5-FORMYLBENZOIC ACID